N-hydroxy-3-(3-(4-methoxyphenyl)ureido)benzamide ONC(C1=CC(=CC=C1)NC(=O)NC1=CC=C(C=C1)OC)=O